dimethylsilylbis-tert-butylamine C[SiH](C)N(C(C)(C)C)C(C)(C)C